2-(3,5-dichloro-4-((1-methyl-1H-benzo[d]imidazol-6-yl)oxy)phenyl)-3,5-dioxo-2,3,4,5-tetrahydro-1,2,4-triazine-6-carbonitrile ClC=1C=C(C=C(C1OC=1C=CC2=C(N(C=N2)C)C1)Cl)N1N=C(C(NC1=O)=O)C#N